C(#N)C1=CSC=2OCC(CC21)N(C(OC(C)(C)C)=O)C tert-butyl N-(5-cyano-3,4-dihydro-2H-thieno[2,3-b]pyran-3-yl)-N-methyl-carbamate